ClC1=CC(=C(C(=C1)C)B1OC(C(O1)(C)C)(C)C)OCOCC 2-[4-chloro-2-(ethoxymethoxy)-6-methyl-phenyl]-4,4,5,5-tetramethyl-1,3,2-dioxaborolane